N1N=CC2=CC=C(C=C12)CN(C1=CC(=NC=C1)CN1C(CNC(C1)=O)=O)CC1=CC(=CC=C1)OC 1-((4-(((1H-indazol-6-yl)methyl)(3-methoxybenzyl)amino)pyridin-2-yl)methyl)piperazine-2,5-dione